tert-butyl 3-[1-(2,6-dibenzyloxy-3-pyridyl)-3-methyl-2-oxo-benzimidazol-5-yl]pyrrolidine-1-carboxylate C(C1=CC=CC=C1)OC1=NC(=CC=C1N1C(N(C2=C1C=CC(=C2)C2CN(CC2)C(=O)OC(C)(C)C)C)=O)OCC2=CC=CC=C2